1-(9H-carbazol-9-yl)-2-((1-methyl-1H-tetrazol-5-yl)thio)propane C1=CC=CC=2C3=CC=CC=C3N(C12)CC(C)SC1=NN=NN1C